NC1=C(C(=NN1C1COC(C1)(C)C)C1=CC=C(C=C1)Br)C#N 5-amino-3-(4-bromophenyl)-1-(5,5-dimethyltetrahydrofuran-3-yl)pyrazole-4-carbonitrile